8-(4-(4-bromobutoxy)phenyl)-2,2-diphenyl-6H-[1,3]dioxolo[4,5-h]chromen-6-one BrCCCCOC1=CC=C(C=C1)C=1OC=2C3=C(C=CC2C(C1)=O)OC(O3)(C3=CC=CC=C3)C3=CC=CC=C3